ClC=1C(=NC=C(C1)Cl)C(C)(C)NC(=O)[C@@H]1CN[C@@H](CO1)CO (2S,5R)-N-(2-(3,5-dichloropyridin-2-yl)propan-2-yl)-5-(hydroxymethyl)morpholine-2-carboxamide